C(C)(=O)O[C@H]1[C@@H](SC2=CC(=C(C=C2)C#N)Cl)O[C@@H]([C@@H]([C@@H]1N=[N+]=[N-])OC(C)=O)COC(C)=O 3-chloro-4-cyanophenyl 2,4,6-tri-O-acetyl-3-azido-3-deoxy-1-thio-alpha-D-galactopyranoside